CC(C(=O)N)(N1N=CC=C1)C dimethyl-1H-Pyrazole-1-acetamide